OP(O)OP(O)O.C(C)(C)(C)C1=C(C(=CC(=C1)C)C(C)(C)C)C(O)(C(CO)(CO)CO)C1=C(C=C(C=C1)C(C)(C)CC(C)(C)C)C(C)(C)CC(C)(C)C 2,6-di-tert-butyl-4-methyl-Phenyl-2,4-di-tert-octylphenyl-pentaerythritol diphosphite